NC=1N=C(SC1C(C1=CC=CC=C1)=O)N(C(OC(C)(C)C)=O)C1=CC(=CC=C1)F tert-butyl N-(4-amino-5-benzoyl-thiazol-2-yl)-N-(3-fluorophenyl)carbamate